C(C)(=O)O.C(C)OC(CNC)=O N-methyl-glycine ethyl ester acetate